C[C@H]1CN(C[C@@H]1NC)C(=O)OC(C)(C)C tert-butyl (3S,4R)-3-methyl-4-(methylamino)pyrrolidine-1-carboxylate